S1C(=NC2=C1C=CC=C2)NC(=O)C=2C=CC=C1CCN(CC21)C2=CC=C(C(=N2)C(=O)OC(C)(C)C)C2=C(C(=CC=C2)OCC[C@@H]2CC21CCN(CC1)CC(=O)OCC)C tert-butyl (S)-6-(8-(benzo[d]thiazol-2-ylcarbamoyl)-3,4-dihydroisoquinolin-2(1H)-yl)-3-(3-(2-(6-(2-ethoxy-2-oxoethyl)-6-azaspiro[2.5]octan-1-yl)ethoxy)-2-methylphenyl)picolinate